C(C1=C(C=CC=C1)N(C([O-])=S)CCCC)C1=C(C=CC=C1)N(C([O-])=S)CCCC methylenediphenylene-bis(butyl thiocarbamate)